ethyl[2-nitro-5-(trifluoromethyl)phenyl]acetate C(C)OC(CC1=C(C=CC(=C1)C(F)(F)F)[N+](=O)[O-])=O